5,5-Diphenyl-2-isoxazoline-3-carboxylic acid ethyl ester C(C)OC(=O)C1=NOC(C1)(C1=CC=CC=C1)C1=CC=CC=C1